4-(((2-(6-((R)-3-Aminopiperidine-1-carbonyl)-4-fluoro-3-methylpyrazolo[1,5-a]pyridin-2-yl)-1-(cyclopropylmethyl)-1H-indol-7-yl)oxy)methyl)pyrrolidin-2-one N[C@H]1CN(CCC1)C(=O)C=1C=C(C=2N(C1)N=C(C2C)C=2N(C1=C(C=CC=C1C2)OCC2CC(NC2)=O)CC2CC2)F